The molecule is a pyrazolooxadiazepine that is 7-oxo-1,2,4,5-tetrahydro-7H-pyrazolo[1,2-d][1,4,5]oxadiazepin which is substituted at positions 8 and 9 by 2,6-diethyl-4-methylphenyl and pivaloyloxy groups, respectively. A pro-herbicide (by hydrolysis of the pivalate ester to give the corresponding enol), it is used for control of grass weeds in cereal crops. It has a role as a xenobiotic, an environmental contaminant, an agrochemical, an EC 6.4.1.2 (acetyl-CoA carboxylase) inhibitor and a proherbicide. It is a pivalate ester and a pyrazolooxadiazepine. It derives from a pinoxaden acid. CCC1=CC(=CC(=C1C2=C(N3CCOCCN3C2=O)OC(=O)C(C)(C)C)CC)C